4-benzoquinoneethanol C1(C(=CC(C=C1)=O)CCO)=O